ClC1=C(OC(C(=O)OC2=CC=C(C=C2)\C=C\C(=O)C2=CC=C(C=C2)C)C)C=CC(=C1)Cl 4-(2-(2,4-dichlorophenoxy)propionyloxy)-4'-methyl-chalcone